N[C@@H]1CN(CC1)C(=O)OC(C)(C)C (S)-tert-butyl 3-aminopyrrolidine-1-carboxylate